ClC1=C(C=CC=C1)CC(=O)NC1=CC(=C(C=C1)C1=NN(C(=C1)C(=O)OCCC)C)S(N=CN(C)C)(=O)=O Propyl 3-(4-{[(2-chlorophenyl) acetyl] amino}-2-{[(dimethylamino) methylidene] sulfamoyl} phenyl)-1-methyl-1H-pyrazole-5-carboxylate